CN(C1CN(C1)CCCOC=1C=C2C(=NC=NC2=CC1OC)C1=CC=C(C=C1)NC(CC1=CC=C(C=C1)C(F)(F)F)=O)C N-(4-(6-(3-(3-(dimethylamino)azetidin-1-yl)propoxy)-7-methoxyquinazolin-4-yl)phenyl)-2-(4-(trifluoromethyl)phenyl)acetamide